P(O)(O)O.C(C)(C)(C)C1=C(C(=CC(=C1)C(O)(C(CO)(CO)CO)C1=CC(=C(C(=C1)C(C)(C)C)C)C(C)(C)C)C(C)(C)C)C bis(2,6-di-t-butyl-4-tolyl)pentaerythritol phosphite